NC1=NNC2=CC=C(C=C12)C1=CC(=NC=C1)NC(CC=1C=NC=CC1)=O N-(4-(3-amino-1H-indazol-5-yl)pyridin-2-yl)-2-(pyridin-3-yl)acetamide